OC(C=1N=NN(C1)CC1=C(N=NN1C)C1=CC=C(C(=N1)C)O[C@@H]1C[C@H](CCC1)C(=O)O)C1=CC=CC=C1 (1S,3S)-3-((6-(5-((4-(hydroxyl-(phenyl)methyl)-1H-1,2,3-triazol-1-yl)methyl)-1-methyl-1H-1,2,3-triazol-4-yl)-2-methylpyridin-3-yl)-oxy)cyclohexane-1-carboxylic acid